CN=NCO methyl-azomethyl alcohol